[N+](=O)([O-])C1=CC(=C(C(=O)O)C=C1)N1CCCC1 4-nitro-2-(1-pyrrolidinyl)-benzoic acid